8-hydroxy-2'-deoxyguanosine OC=1N([C@H]2C[C@H](O)[C@@H](CO)O2)C=2N=C(NC(C2N1)=O)N